[N-](S(=O)(=O)C(F)(F)F)S(=O)(=O)C(F)(F)F.C(CCCCCCCCC)N1C=[N+](C=C1)C 1-decyl-3-methylimidazolium bis(trifluoromethylsulfonyl)imide